4-(2-(3-(1-cyclopropyl-1H-pyrazol-5-yl)phenoxy)ethoxy)benzonitrile C1(CC1)N1N=CC=C1C=1C=C(OCCOC2=CC=C(C#N)C=C2)C=CC1